C(C)(C)(C)OC(=O)N1C[C@@H]([C@H](CC1)F)NC(C1=C(C=C(C(=C1)[N+](=O)[O-])NC(C)C)F)=O (3S,4S)-4-fluoro-3-(2-fluoro-4-(isopropylamino)-5-nitrobenzamido)piperidine-1-carboxylic acid tert-butyl ester